C1(CC1)C1=NC(=CC(=C1)C1=CC(=C2C(=N1)N=C(N2)C=2N=CC(=NC2)N2CCC(CC2)C(=O)O)N(C)CC2(CCCC2)COC)C(F)(F)F 1-(5-{5-[2-Cyclopropyl-6-(trifluoromethyl)pyridin-4-yl]-7-[{[1-(methoxymethyl)cyclopentyl]methyl}(methyl)amino]-1H-imidazo[4,5-b]pyridin-2-yl}pyrazin-2-yl)piperidine-4-carboxylic acid